FC=1C=C(C(=O)NN)C=C(C1)F 3,5-difluorobenzoyl-hydrazine